6-(1,3-Dihydro-isobenzofuran-5-yl)-3-(((S)-10-hydroxy-7-((R)-2-phenylpiperazine-1-carbonyl)-7-aza-spiro[4.5]decan-10-yl)methyl)pyrimidin-4(3H)-one C1OCC2=CC(=CC=C12)C1=CC(N(C=N1)C[C@@]1(CCN(CC12CCCC2)C(=O)N2[C@@H](CNCC2)C2=CC=CC=C2)O)=O